BrC=1C(=NC2=C3C(=C4C(=C2N1)SC=C4)SC=C3)Br dibromodithienoquinoxaline